FC1=C(C=C(C(=C1)[N+](=O)[O-])OC)N1CCC2(CC(C2)=O)CC1 7-(2-fluoro-5-methoxy-4-nitrophenyl)-7-azaspiro[3.5]nonan-2-one